(6-(dimethylamino)pyridin-3-yl)pyridine-2,3-diamine CN(C1=CC=C(C=N1)C1=C(C(=NC=C1)N)N)C